ClC1=C(C=C(C(=C1)F)C1=NC=C(C=C1Cl)Cl)S(=O)(=O)Cl 2-chloro-5-(3,5-dichloro-2-pyridyl)-4-fluoro-benzenesulfonyl chloride